2,3,4,5-tetrahydro-1-(4-hydroxyphenyl)-1H-3-benzazepine-7,8-diol mesylate S(C)(=O)(=O)O.OC1=CC=C(C=C1)C1CNCCC2=C1C=C(C(=C2)O)O